N1(CCCCC1)CCN1N=CC(=C1)N 1-(2-(piperidin-1-yl)ethyl)-1H-pyrazol-4-amine